(P)-N-(ISOXAZOL-3-YL)-1-(2-METHOXY-4-((1R,2R)-2-(TRIFLUOROMETHYL)CYCLOPROPYL)PHENYL)-N-(4-METHOXYBENZYL)-2-OXO-1,2-DIHYDROQUINOLINE-6-SULFONAMIDE O1N=C(C=C1)N(S(=O)(=O)C=1C=C2C=CC(N(C2=CC1)C1=C(C=C(C=C1)[C@H]1[C@@H](C1)C(F)(F)F)OC)=O)CC1=CC=C(C=C1)OC